N-(4-(3-chloro-4-fluorophenyl)-5-(1H-pyrazol-3-yl)thiazol-2-yl)-5-((2-hydroxy-3-methoxybenzyl)amino)-3-methylpyridine-2-sulfonamide ClC=1C=C(C=CC1F)C=1N=C(SC1C1=NNC=C1)NS(=O)(=O)C1=NC=C(C=C1C)NCC1=C(C(=CC=C1)OC)O